1-(5-((2-(trifluoromethyl)pyridin-3-yl)thio)-1H-imidazo[4,5-b]pyrazin-2-yl)pyrrolidin-3-amine FC(C1=NC=CC=C1SC=1N=C2C(=NC1)NC(=N2)N2CC(CC2)N)(F)F